Cl.[I-].NCCNC(C[N+](C)(C)C)=O [2-(2-Aminoethylamino)-2-oxo-ethyl]-trimethyl-ammonium iodide Hydrochloride